5-bromo-3-(ethylsulfonyl)-2-[7-[(trifluoromethyl)thio]imidazo[1,2-c]pyrimidin-2-yl]pyridine BrC=1C=C(C(=NC1)C=1N=C2N(C=NC(=C2)SC(F)(F)F)C1)S(=O)(=O)CC